(S)-2-(8-(2-(1-(2-azaspiro[3.3]heptan-6-yl)piperidin-4-yl)-2-azaspiro[3.3]heptan-6-yl)-6,6a,7,8,9,10-hexahydro-5H-pyrazino[1',2':4,5]pyrazino[2,3-c]pyridazin-2-yl)phenol C1NCC12CC(C2)N2CCC(CC2)N2CC1(C2)CC(C1)N1C[C@H]2N(C=3C(=NN=C(C3)C3=C(C=CC=C3)O)NC2)CC1